2-(2-(4-(chloromethyl)phenoxy)ethyl)pyridine ClCC1=CC=C(OCCC2=NC=CC=C2)C=C1